2-(3-((R)-1-(((S)-1-(4-(acryloyloxy)-3,3-dimethyl-2-oxobutanoyl)piperidine-2-carbonyl)oxy)-3-(2,3,6-trimethoxyphenyl)propyl)phenoxy)acetic acid C(C=C)(=O)OCC(C(C(=O)N1[C@@H](CCCC1)C(=O)O[C@H](CCC1=C(C(=CC=C1OC)OC)OC)C=1C=C(OCC(=O)O)C=CC1)=O)(C)C